C(C)OC1=C(N=NC(=C1)C(=C)OCC)C#N 4-ethoxy-6-(1-ethoxyvinyl)pyridazine-3-carbonitrile